FC(C=1C=C(/C=C/[C@@H](O[Si](C(C)(C)C)(C)C)[C@H](O[Si](C(C)(C)C)(C)C)\C=C\C2=CC(=CC(=C2)C(F)(F)F)C(F)(F)F)C=C(C1)C(F)(F)F)(F)F (5R,6R)-5,6-bis((E)-3,5-bis(trifluoromethyl)styryl)-2,2,3,3,8,8,9,9-octamethyl-4,7-dioxa-3,8-disiladecane